3-ethyl-7-(hydroxymethyl)-3,4-dihydropyrido[3,2-d]pyrimidin-2(1H)-one C(C)N1C(NC2=C(C1)N=CC(=C2)CO)=O